(2S)-2-amino-3-(2-oxopyrrolidin-3-yl)propionic acid methyl ester hydrochloride Cl.COC([C@H](CC1C(NCC1)=O)N)=O